2-[tert-butyl (dimethyl) silyl]Oxyethyl carbamate C(N)(OCCO[Si](C)(C)C(C)(C)C)=O